(Z)-1-(tert-butyl)-4-(hex-3-en-1-yloxy)benzene C(C)(C)(C)C1=CC=C(C=C1)OCC\C=C/CC